methyl (3S)-3-(5-methylpyrimidin-2-yl)-3-[1-(trifluoromethyl)cyclopropyl]propanoate CC=1C=NC(=NC1)[C@@H](CC(=O)OC)C1(CC1)C(F)(F)F